5-chloro-N4-isobutyl-N2-(2-methoxy-4-(morpholinosulfonyl)phenyl)-7H-pyrrolo[2,3-d]pyrimidine-2,4-diamine ClC1=CNC=2N=C(N=C(C21)NCC(C)C)NC2=C(C=C(C=C2)S(=O)(=O)N2CCOCC2)OC